N-(1-cyclopropyl-2-oxo-1,2-dihydropyridin-3-yl)-7-isopropoxy-2-(1-methyl-2-oxabicyclo[2.2.2]oct-4-yl)imidazo[1,2-a]pyridine-6-carboxamide C1(CC1)N1C(C(=CC=C1)NC(=O)C=1C(=CC=2N(C1)C=C(N2)C21COC(CC2)(CC1)C)OC(C)C)=O